ClC=1C(=NC(=CC1)NS(=O)(=O)C1=CC=CC(=N1)N1[C@H]2C[C@@H]([C@H]2[C@@H](CC1)CCC)C(=O)O)C=1C(=NC=CC1)C(C)C |r| rac-(1SR,5RS,6RS,7SR)-2-(6-(N-(3-chloro-2'-isopropyl-[2,3'-bipyridin]-6-yl)sulfamoyl)pyridin-2-yl)-5-propyl-2-azabicyclo[4.2.0]octane-7-carboxylic acid